FC(C1=CC=C(C=C1)C(CCC(=O)C1=CC=C(C=C1)C(F)(F)F)=O)(F)F 1,4-bis(4-(trifluoromethyl)phenyl)butane-1,4-dione